FC1(CN(CCC1CN1CCNCC1)C(=O)OC(C)(C)C)F Tert-butyl 3,3-difluoro-4-(piperazin-1-ylmethyl)piperidine-1-carboxylate